(S)-2-amino-5-azidopentanoic acid N[C@H](C(=O)O)CCCN=[N+]=[N-]